C(=O)C=1C=C2C=C(C(OC2=CC1)=O)Cl 6-formyl-chlorocoumarin